(3-(1-Hydroxycyclopropyl)phenyl)boronic acid OC1(CC1)C=1C=C(C=CC1)B(O)O